(1s,3s,4s)-1,3,4-triphospho-myo-inositol [C@H]1([C@H]([C@@H]([C@H]([C@H]([C@H]1OP(=O)(O)O)O)OP(=O)(O)O)OP(=O)(O)O)O)O